N1=C(N=CC=C1)N1N=CN=C1C(C)NC(OC(C)(C)C)=O tertiary butyl [1-{1-(pyrimidin-2-yl)-1H-1,2,4-triazol-5-yl}ethyl]carbamate